FC(OC1=CC=C(C=N1)C=1N=C(NC(C1)=O)C=1C(=C(CNC(C(C)C)=O)C=CC1F)F)F N-(3-{4-[6-(difluoromethoxy)pyridin-3-yl]-6-oxo-1,6-dihydropyrimidin-2-yl}-2,4-difluorobenzyl)isobutyramide